Tert-butyl ((S)-1-(((S)-1-((4-(chloromethyl)phenyl)amino)-1-oxopropan-2-yl)amino)-3-methyl-1-oxobutan-2-yl)carbamate ClCC1=CC=C(C=C1)NC([C@H](C)NC([C@H](C(C)C)NC(OC(C)(C)C)=O)=O)=O